C(C1=CC=CC=C1)OC=1C=CC2=C(N(C(=N2)NC(C2=CC(=NC=C2)C)=O)[C@H]2CN(CCCC2)C(=O)OC(C)(C)C)C1Cl tert-butyl (R)-3-(6-(benzyloxy)-7-chloro-2-(2-methylisonicotinamido)-1H-benzo[d]imidazol-1-yl)azepane-1-carboxylate